C(C)OC(CCC1(CC1)C1CCN(CC1)C(=O)OC(C)(C)C)=O tert-butyl 4-(1-(3-ethoxy-3-oxopropyl)cyclopropyl)piperidine-1-carboxylate